(2R,5R)-3-(2-(benzo[d][1,3]dioxol-5-yl)ethyl)-2-(1-(4-bromophenyl)-3-(4-fluorophenyl)-1H-pyrazol-4-yl)-5-methyl-oxazolidin-4-one O1COC2=C1C=CC(=C2)CCN2[C@H](O[C@@H](C2=O)C)C=2C(=NN(C2)C2=CC=C(C=C2)Br)C2=CC=C(C=C2)F